ClC1=C(C=CC(=C1)Cl)C=1NC=2N=C3N(C(C2N1)=O)CCCC3 (2,4-dichlorophenyl)-5,6,7,8-tetrahydropyrido[1,2-a]purin-10(3H)-one